(trans)-4-((5-bromopyrimidin-2-yl)amino)cyclohexanol BrC=1C=NC(=NC1)N[C@@H]1CC[C@H](CC1)O